FC1=CC=C(C=C1)C=1N=NN(C1)CC1=CC=C(C=C1)C1=NOC(=N1)N1CCCC1 (3-(4-((4-(4-Fluorophenyl)-1H-1,2,3-triazol-1-yl)methyl)phenyl)-1,2,4-oxadiazol-5-yl)-pyrrolidine